P([O-])([O-])(N)=S phosphorothioamidate